N-(4-(2-methylpyridin-4-ylamino)phenyl)-6-(6-(piperidin-1-yl)quinolin-4-ylamino)nicotinamide CC1=NC=CC(=C1)NC1=CC=C(C=C1)NC(C1=CN=C(C=C1)NC1=CC=NC2=CC=C(C=C12)N1CCCCC1)=O